CC1=CC=C(C=C1)S(=O)(=O)OCC1(COC1)O (3-hydroxyoxetan-3-yl)methyl 4-methylbenzenesulfonate